C(C)(C)(C)OC(=O)N1[C@@H]2[C@H](CCC1)OC1=C2C(=CC(=C1)C(F)(F)F)F.ClC1=C(C=C(C=C1Cl)S(=O)(=O)Cl)S(=O)(=O)Cl 4,5-dichloro-1,3-benzenedisulfonyl chloride tert-butyl-(4aS,9bS)-9-fluoro-7-(trifluoromethyl)-3,4,4a,9b-tetrahydrobenzofuro[3,2-b]pyridine-1(2H)-carboxylate